COC(=O)C=1C(=NC=CC1)C1=C2CCNC2=CC=C1 (2,3-dihydro-1H-indol-4-yl)pyridine-3-carboxylic acid methyl ester